N-((2-(4-hydroxy-3,5-dimethylphenyl)thiazol-5-yl)methyl)-11-oxo-10,11-dihydrodibenzo[b,f][1,4]thiazepine-8-carboxamide 5,5-dioxide OC1=C(C=C(C=C1C)C=1SC(=CN1)CNC(=O)C1=CC2=C(S(C3=C(C(N2)=O)C=CC=C3)(=O)=O)C=C1)C